FC=1C=C(C=C2C=NC(=NC12)C1OCCCC1)CN1C[C@H]([C@@H](C1)COC)OC=1C=C2CN(C(C2=CC1)=O)[C@@H]1C(NC(CC1)=O)=O |o1:37| rel-(3S)-3-(5-{[(3S,4S)-1-{[8-fluoro-2-(oxan-2-yl)quinazolin-6-yl]methyl}-4-(methoxymethyl)pyrrolidin-3-yl]oxy}-1-oxo-2,3-dihydro-1H-isoindol-2-yl)piperidine-2,6-dione